Diamino-Propionic Acid NC(C(=O)O)(C)N